N-({(2R,3R)-1-[(1R,2R)-2-(5-chloro-2',6'-difluoro[1,1'-biphenyl]-2-yl)-2-fluorocyclopropane-1-carbonyl]-3-fluoroazetidin-2-yl}methyl)ethanesulfonamide ClC=1C=CC(=C(C1)C1=C(C=CC=C1F)F)[C@@]1([C@H](C1)C(=O)N1[C@@H]([C@@H](C1)F)CNS(=O)(=O)CC)F